Azolamid N1C(=CC=C1)C(=O)N